N-(4-Cyanobenzyl)-1-methyl-7-oxo-6-((1-(N-(piperidin-4-yl)sulfamoyl)cyclopropyl)methyl)-4,5,6,7-tetrahydro-1H-pyrazolo[3,4-c]pyridine-3-carboxamide C(#N)C1=CC=C(CNC(=O)C2=NN(C=3C(N(CCC32)CC3(CC3)S(NC3CCNCC3)(=O)=O)=O)C)C=C1